COC(=O)C1=CC=C(C=C1)C1=CC(=C2C=CC3=C(C=C(C4=CC=C1C2=C34)C3=CC=C(C=C3)C(=O)OC)C3=CC=C(C=C3)C(=O)OC)C3=CC=C(C=C3)C(=O)OC 1,3,6,8-tetra(4-methoxycarbonylphenyl)pyrene